C(#N)C=1C=CC2=CNN=C2C1OC1CC(C1)N(C(OC(C)(C)C)=O)C tert-butyl ((1S,3S)-3-((6-cyano-2H-indazol-7-yl)oxy)cyclobutyl)(methyl)carbamate